1-(4-(4-((5-chloro-7-cyclopropylpyrrolo[2,1-f][1,2,4]triazin-2-yl)amino)-3-methyl-1H-pyrazol-1-yl)piperidin-1-yl)-2,2-difluoropropan-1-one ClC=1C=C(N2N=C(N=CC21)NC=2C(=NN(C2)C2CCN(CC2)C(C(C)(F)F)=O)C)C2CC2